heptyl-(Tetrahydrooxepine) C(CCCCCC)C1OC=CCCC1